1,3-Bis(2,4,6-trimethylphenyl)-4,5-dihydroimidazol-2-ylidene[2-(i-propoxy)-5-(N,N-dimethylaminosulfonyl)phenyl]methyleneruthenium (II) dichloride CC1=C(C(=CC(=C1)C)C)N1C(N(CC1)C1=C(C=C(C=C1C)C)C)=[Ru-4](=CC1=C(C=CC(=C1)S(=O)(=O)N(C)C)OC(C)C)(Cl)Cl